FC([C@@H]1CCC2=CC=3CCCC3C(=C12)NC(=O)N=[S@](=O)(N)C=1C=NN2C1OCCC2)F (R)-N'-(((R)-3-(difluoromethyl)-1,2,3,5,6,7-hexahydro-s-indacen-4-yl)carbamoyl)-6,7-dihydro-5H-pyrazolo[5,1-b][1,3]oxazine-3-sulfonimidamide